9,9'-(5-(4,6-diphenylpyrimidin-2-yl)-1,3-phenylene)bis(3,6-difluoro-9H-carbazole) C1(=CC=CC=C1)C1=NC(=NC(=C1)C1=CC=CC=C1)C=1C=C(C=C(C1)N1C2=CC=C(C=C2C=2C=C(C=CC12)F)F)N1C2=CC=C(C=C2C=2C=C(C=CC12)F)F